tert-butyl 2-(1,2,3,4-tetrahydroisoquinolin-6-yl)cyclopropanecarboxylate C1NCCC2=CC(=CC=C12)C1C(C1)C(=O)OC(C)(C)C